N1=C(C=CC=C1)[NH-] 2-pyridinylamide